N'-di-sec-butylamino-p-phenylenediamine C(C)(CC)N(NC1=CC=C(C=C1)N)C(C)CC